N,N-di(2-naphthyl)para-phenylenediamine C1=C(C=CC2=CC=CC=C12)N(C1=CC=C(C=C1)N)C1=CC2=CC=CC=C2C=C1